2-(4-tert-butyl-3-chloro-2-fluoro-6-methyl-phenyl)-4,4,5,5-tetramethyl-1,3,2-dioxaborolane C(C)(C)(C)C1=C(C(=C(C(=C1)C)B1OC(C(O1)(C)C)(C)C)F)Cl